BrC=1C(=C(C(=O)OC(C)(C)C)C(=CC1)CN1CCOCC1)OCOC Tert-butyl 3-bromo-6-(morpholinylmethyl)-2-(methoxymethoxy)benzoate